2-[(4-Azido-6-chloropyridazin-3-yl)amino]-N,N-dimethylacetamide N(=[N+]=[N-])C1=C(N=NC(=C1)Cl)NCC(=O)N(C)C